CC1=NC=2C=CC=C(C2C=C1)S(=O)(=O)Cl 2-methylquinoline-5-sulfonyl chloride